2,5-thiophenedicarboxylic acid dichloride-1,1-dioxide S1(C(=CC=C1C(=O)Cl)C(=O)Cl)(=O)=O